C(C)OC(=O)C1=NC(=C(N=C1N1CCC(CC1)(C)C(C)N)C)C1=C(C(=NC=C1)Br)Cl 3-(4-(1-aminoethyl)-4-methylpiperidin-1-yl)-6-(2-bromo-3-chloropyridin-4-yl)-5-methylpyrazine-2-carboxylic acid ethyl ester